2,4-dimethyl-2-indanmethanol CC1(CC2=CC=CC(=C2C1)C)CO